[Si](C)(C)(C(C)(C)C)OCCNS(=O)(=O)C1=CC=CC=C1 N-(2-((tert-butyldimethylsilyl)oxy)ethyl)benzenesulfonamide